C(#N)C1C(CC1)C(=O)NC=1C=CC(=NC1)C=1N=NN(C1NC(O[C@H](C)C=1C(=NC=CC1)Cl)=O)C (R)-1-(2-chloropyridin-3-yl)ethyl (4-(5-(2-cyanocyclobutane-1-carboxamido)pyridin-2-yl)-1-methyl-1H-1,2,3-triazol-5-yl)carbamate